2-(3-Fluoro-2-methylpropanoyl)-N-[4-(1,1,1,3,3,3-hexafluoro-2-hydroxypropan-2-yl)phenyl]-5-(methylsulfonyl)-2,3-dihydro-1H-isoindole-1-carboxamide FCC(C(=O)N1C(C2=CC=C(C=C2C1)S(=O)(=O)C)C(=O)NC1=CC=C(C=C1)C(C(F)(F)F)(C(F)(F)F)O)C